2-(pyrimidin-2-yl)-5,6,7,8-tetrahydrophthalazin-1(2H)-one N1=C(N=CC=C1)N1C(C=2CCCCC2C=N1)=O